3-(((ethylimino)methylene)amino)-N,N-dimethylpropan-1-amine, hydrochloride Cl.C(C)N=C=NCCCN(C)C